ClC1=CC(=C2C(=N1)C(=C(O2)C[C@H](C)NC(OC(C)(C)C)=O)C(NC)=O)NCC=2OC=CC2 tert-butyl N-[(2S)-1-{5-chloro-7-[(furan-2-ylmethyl)amino]-3-(methylcarbamoyl)furo[3,2-b]pyridin-2-yl}propan-2-yl]carbamate